(S)-Benzyl 3-(3-((tert-butoxycarbonyl)amino)propoxy)pyrrolidine-1-carboxylate C(C)(C)(C)OC(=O)NCCCO[C@@H]1CN(CC1)C(=O)OCC1=CC=CC=C1